NC1CN(CC1)C(=O)C=1C=C(C=CC1)C1=C(C=C(C=C1)NC(=O)NCCC=1C=NC=CC1)C#CC1=CC=C(C(=O)NCCN2CCCCC2)C=C1 4-((3'-(3-aminopyrrolidine-1-carbonyl)-4-(3-(2-(pyridin-3-yl)ethyl)ureido)-[1,1'-biphenyl]-2-yl)ethynyl)-N-(2-(piperidin-1-yl)ethyl)benzamide